CC=CC(=O)O 3-methylacrylic acid